5-(4-(2-((2-(4-(3-amino-4-nitrophenyl)piperazin-1-yl)ethyl)amino)ethyl)piperidin-1-yl)-2-(2,6-dioxopiperidin-3-yl)isoindoline-1,3-dione NC=1C=C(C=CC1[N+](=O)[O-])N1CCN(CC1)CCNCCC1CCN(CC1)C=1C=C2C(N(C(C2=CC1)=O)C1C(NC(CC1)=O)=O)=O